C(C)(C)(C)N(C(O)=O)C1=C(SC=C1C)Cl.NC=1N=C(SC1C(C1=CC=CC=C1)=O)N(C1=CC(=C(C=C1)C#N)F)C(C(=O)N)C (N-(4-amino-5-benzoyl-thiazol-2-yl)-4-cyano-3-fluoro-anilino)propanamide tert-butyl-(2-chloro-4-methylthiophen-3-yl)carbamate